{4-[6-amino-5-(2-chloro-6-fluoro-benzyloxy)-pyridin-3-yl]-phenyl}-[(2R)-2-pyrrolidin-1-ylmethyl-pyrrolidin-1-yl]-methanone NC1=C(C=C(C=N1)C1=CC=C(C=C1)C(=O)N1[C@H](CCC1)CN1CCCC1)OCC1=C(C=CC=C1F)Cl